tert-butyl (1R,4r)-4-((E)-4-(((1r,4R)-4-(2-(Dibenzylamino)ethoxy)cyclohexyl)oxy) but-2-enamido)cyclohexane-1-carboxylate C(C1=CC=CC=C1)N(CCOC1CCC(CC1)OC/C=C/C(=O)NC1CCC(CC1)C(=O)OC(C)(C)C)CC1=CC=CC=C1